FC1=C(C=CC(=C1)F)C(C(C)N1N=NC2=C(C1=O)C=C(C=C2)I)(CN2N=CN=C2)O 3-(3-(2,4-difluorophenyl)-3-hydroxy-4-(1H-1,2,4-triazol-1-yl)butan-2-yl)-6-iodobenzo[d][1,2,3]triazin-4(3H)-one